Ethyl (5-Tosyl-5H-Pyrrolo[2,3-B]Pyrazin-2-yl)Carbamate S(=O)(=O)(C1=CC=C(C)C=C1)N1C=CC=2C1=NC=C(N2)NC(OCC)=O